NCC#CC=1C=C(C2=C(C=C(O2)C(=O)NCCCCNC(C[C@H]2C=3N(C4=C(C(=N2)C2=CC=C(C=C2)Cl)C(=C(S4)C)C)C(=NN3)C)=O)C1)OC (S)-5-(3-aminoprop-1-yn-1-yl)-N-(4-(2-(4-(4-chlorophenyl)-2,3,9-trimethyl-6H-thieno[3,2-f][1,2,4]triazolo[4,3-a][1,4]diazepin-6-yl)acetamido)butyl)-7-methoxybenzofuran-2-carboxamide